potassium 6-(benzyloxy)-2-methylindolizine-3-carboxylate C(C1=CC=CC=C1)OC1=CN2C(=C(C=C2C=C1)C)C(=O)[O-].[K+]